6-Fluoro-N-(5-fluoro-2-((2S,3R)-2-methylpiperidin-3-yl)thieno[2,3-b]pyridin-4-yl)benzo[d]thiazol-5-amine FC1=CC2=C(N=CS2)C=C1NC1=C2C(=NC=C1F)SC(=C2)[C@H]2[C@@H](NCCC2)C